6-((5-bromo-3-nitro-1H-pyrazol-1-yl)methyl)nicotinonitrile BrC1=CC(=NN1CC1=NC=C(C#N)C=C1)[N+](=O)[O-]